ClC(C1(OCCO1)C)Cl 2-(dichloromethyl)-2-methyl-1,3-dioxacyclopentane